FC=1C=C2CC(CC2=CC1)NC=1C=CC=NC1 5-((5-fluoro-2,3-dihydro-1H-inden-2-yl)amino)pyridin